tert-butyl (S)-2-((tert-butoxycarbonyl)amino)-3-(5-cyanopyrazine-2-yl)propanoate C(C)(C)(C)OC(=O)N[C@H](C(=O)OC(C)(C)C)CC1=NC=C(N=C1)C#N